C1=CC(CCCC1)C(=O)[O-] cycloheptene-3-carboxylate